2-(1-Methylpiperidin-4-yl)-1H-benzo[d]imidazole-2,5-diamine CN1CCC(CC1)C1(NC2=C(N1)C=CC(=C2)N)N